BrCC1=C(C=CC(=C1)Cl)C1=CN=CS1 5-(2-(bromomethyl)-4-chlorophenyl)thiazole